4-[5-(3-fluorophenyl)-1,2-oxazol-3-yl]aniline FC=1C=C(C=CC1)C1=CC(=NO1)C1=CC=C(N)C=C1